BrC=1C(C(=C2C(N(CN=C2C1)COCC[Si](C)(C)C)=O)F)(F)Cl 7-bromo-6-chloro-5,6-difluoro-3-((2-(trimethylsilyl)ethoxy)methyl)quinazolin-4(3H)-one